NC(C[C@@H](C#CC1=NC=CN=C1)NC(=O)[C@H]1N(CC2=CC=CC=C12)C(=O)C1(CC1)C(F)(F)F)=O (1S)-N-[(1S)-1-(2-Amino-2-oxo-ethyl)-3-pyrazin-2-yl-prop-2-ynyl]-2-[1-(trifluoromethyl)cyclopropanecarbonyl]isoindoline-1-carboxamide